(R)-6-(3-amino-5-fluoro-6-(3-((2-methylpyrrolidin-1-yl)methyl)-4-(tetrahydro-2H-pyran-4-yl)phenyl)pyrazin-2-yl)-4,4-difluoro-3,4-dihydroisoquinolin-1(2H)-one NC=1C(=NC(=C(N1)F)C1=CC(=C(C=C1)C1CCOCC1)CN1[C@@H](CCC1)C)C=1C=C2C(CNC(C2=CC1)=O)(F)F